4-((5-chloro-4-(((3R,4R)-4-methoxypyrrolidin-3-yl)methoxy)-7H-pyrrolo[2,3-d]pyrimidin-2-yl)amino)-1H-pyrazol ClC1=CNC=2N=C(N=C(C21)OC[C@H]2CNC[C@@H]2OC)NC=2C=NNC2